FCCCC1=CC=C(C=C1)CCCC(=O)O 4-(4-(3-fluoropropyl)phenyl)butanoic acid